C(=O)(O)CCC(=O)N1CC2=NC(=CC=C2C1)OC 6-(3-carboxypropanoyl)-2-methoxy-6,7-dihydro-5H-pyrrolo[3,4-b]pyridin